C(OC(C(CCCC)CC)C(C)(C)C)(=O)O[O-] tert-butyl-(2-ethylhexyl) peroxycarbonate